(R)-2'-(aminomethyl)-4-methyl-4,5-dihydro-[2,4'-bithiazole]-4-Carboxylic acid trifluoroacetic acid salt FC(C(=O)O)(F)F.NCC=1SC=C(N1)C=1SC[C@](N1)(C(=O)O)C